3a-(1-(4-fluorophenyl)-6-methyl-1H-indazol-5-yl)-5-hydroxycyclopenta[c]pyrrole-2(1H)-carboxylic acid tert-butyl ester C(C)(C)(C)OC(=O)N1CC=2C(C1)(C=C(C2)O)C=2C=C1C=NN(C1=CC2C)C2=CC=C(C=C2)F